C(C)OC(C[C@@H](C=1SC(=CC1)C1=CC=CC=C1)NC(=O)NC=1C(N(C=CC1O)C)=O)=O (S)-3-(3-(4-hydroxy-1-methyl-2-oxo-1,2-dihydropyridin-3-yl)ureido)-3-(5-phenylthiophen-2-yl)propanoic acid ethyl ester